N=1C=CN2C1C(=CC=C2)C(=O)[O-] imidazo[1,2-a]pyridine-8-carboxylate